(1S,2S,5R)-N-[2-(2-chlorophenyl)-2-hydroxy-ethyl]-1-hydroxy-2-isopropyl-5-methyl-cyclohexanecarboxamide ClC1=C(C=CC=C1)C(CNC(=O)[C@]1([C@@H](CC[C@H](C1)C)C(C)C)O)O